NCCCC(=O)N[C@H](C(=O)NCCO[C@@H]1O[C@H]([C@H]([C@H]([C@@H]1O)O)O)C)CCC(=O)NCCO[C@@H]1O[C@H]([C@H]([C@H]([C@@H]1O)O)O)C (S)-2-(4-aminobutanamido)-N1,N5-bis(2-(((2R,3S,4R,5S,6S)-3,4,5-trihydroxy-6-methyltetrahydro-2H-pyran-2-yl)oxy)ethyl)pentanediamide